(2S)-4-(2,3-dimethyl-benzothiophen-5-yl)-2-(9H-fluoren-9-ylmethoxycarbonylamino)butanoic acid CC=1SC2=C(C1C)C=C(C=C2)CC[C@@H](C(=O)O)NC(=O)OCC2C1=CC=CC=C1C=1C=CC=CC21